N1(CCOCC1)CCCOC1=CC=2N(C=C1)C(=CN2)C2=CC(=NC=N2)N {6-[7-(3-morpholin-4-yl-propoxy)-imidazo[1,2-a]Pyridin-3-yl]-pyrimidin-4-yl}-amine